5-[(2,6-difluoro-4-pyridyl)amino]-N-(2,2-dimethylcyclobutyl)-1H-pyrrolo[2,3-c]pyridine-7-carboxamide FC1=NC(=CC(=C1)NC=1C=C2C(=C(N1)C(=O)NC1C(CC1)(C)C)NC=C2)F